NC1CCC(CC1)CN1CC(CC1)CNC(=O)C1CCN(CC1)C1=NC(=NO1)C1=CC=C(C=C1)OC N-((1-(((1s,4s)-4-aminocyclohexyl)methyl)pyrrolidin-3-yl)methyl)-1-(3-(4-methoxyphenyl)-1,2,4-oxadiazol-5-yl)piperidine-4-carboxamide